O\C=C\1/C(C=C2CCN(C[C@]2(C1)C(=O)OC)C(=O)OC(C)(C)C)=O (R,Z)-2-tert-butyl 8a-methyl 7-(hydroxymethylene)-6-oxo-3,4,6,7,8,8a-hexahydroisoquinoline-2,8a(1H)-dicarboxylate